N-(4-(2-methoxyphenoxy)phenyl)-3,4-dihydro-2H-[1,4]oxazino[2,3-f]quinazolin-10-amine COC1=C(OC2=CC=C(C=C2)NC2=NC=NC3=CC=C4C(=C23)OCCN4)C=CC=C1